3-((2-amino-3-chloropyridin-4-yl)thio)-6-(1-imino-1,3-dihydrospiro[inden-2,4'-piperidin]-1'-yl)pyrazin-2-amine NC1=NC=CC(=C1Cl)SC=1C(=NC(=CN1)N1CCC2(CC1)C(C1=CC=CC=C1C2)=N)N